ClC1=C(C(=CC=C1)Cl)N1N=C(C(=C1)NC1=CC=C(C=C1)C1=NC(=NN1CCC)C(F)(F)F)C(=O)N 1-(2,6-dichlorophenyl)-4-((4-(1-propyl-3-(trifluoromethyl)-1H-1,2,4-triazol-5-yl)phenyl)amino)-1H-pyrazole-3-carboxamide